4-((1-(4-(2-(2-aminopyridin-3-yl)-5-(6-(difluoromethoxy)pyridin-3-yl)-3H-imidazo[4,5-b]pyridin-3-yl)benzyl)piperidin-4-yl)amino)pyrimidine-2-carbonitrile NC1=NC=CC=C1C1=NC=2C(=NC(=CC2)C=2C=NC(=CC2)OC(F)F)N1C1=CC=C(CN2CCC(CC2)NC2=NC(=NC=C2)C#N)C=C1